FC=1C=C(CN2CC=3C(N(C=4N=CC=CC4C3CC2)CC2=CC=C(C=C2)Br)=O)C=CC1 3-(3-Fluorobenzyl)-6-(4-bromobenzyl)-2,3,4,6-tetrahydropyrido[3,4-c][1,8]naphthyridin-5(1H)-one